ethylenglycol ethyl ether silicon carbon tungsten molybdenum [Mo].[W].[C].[Si].C(C)OCCO